NCC1=NC=CC(=C1F)C1=CC(=CC=2C=C(OC21)COC2=C(C=CC=C2)CC(=O)O)COC2=C(C=CC=C2)CC(=O)O 2,2'-((((7-(2-(aminomethyl)-3-fluoropyridin-4-yl)benzofuran-2,5-diyl)bis(methylene))bis(oxy))bis(2,1-phenylene))diacetic acid